(3R,3'S,4'R,5'S)-1-allyl-4'-(4-bromophenyl)-2-oxo-5'-(trifluoromethyl)spiro[indoline-3,2'-pyrrolidine]-3'-formaldehyde C(C=C)N1C([C@]2(N[C@@H]([C@H]([C@@H]2C=O)C2=CC=C(C=C2)Br)C(F)(F)F)C2=CC=CC=C12)=O